FCCCN1CC(C1)CC1=CC=C(C=C1)C1=C(CCCC2=C1C=CC=C2)C2CCC(CC2)C 9-(4-((1-(3-Fluoropropyl)azetidin-3-yl)methyl)phenyl)-8-((1s,4s)-4-methylcyclohexyl)-6,7-dihydro-5H-benzo[7]annulen